dimethylsilylbis(2-methyl-4-phenylindenyl)hafnium C[SiH](C)[Hf](C1C(=CC2=C(C=CC=C12)C1=CC=CC=C1)C)C1C(=CC2=C(C=CC=C12)C1=CC=CC=C1)C